ClC=1C(=NN2C1N=CC(=C2C(=O)NCC(F)C2=C(C=C(C=C2)Cl)Cl)OC2=CC(=CC=C2)C2CC2)C 3-chloro-6-(3-cyclopropylphenoxy)-N-[2-(2,4-dichlorophenyl)-2-fluoro-ethyl]-2-methyl-pyrazolo[1,5-a]pyrimidine-7-carboxamide